N1=CC=CC=2C=CCCC12 7,8-dihydroquinoline